FC=1C(=CC(=C(C(=O)OC)C1)O[C@H](C(F)(F)F)C)C1=NN(C(=C1)CO)C (S)-methyl 5-fluoro-4-(5-(hydroxymethyl)-1-methyl-1H-pyrazol-3-yl)-2-((1,1,1-trifluoropropan-2-yl)oxy)benzoate